FC(C(=O)N1CC2C3=C(C(C1)C2)C=C(C(=C3)N)N)(F)F 2,3,4,5-tetrahydro-3-(trifluoroacetyl)-1,5-methano-1H-3-benzazepine-7,8-diamine